FC1(C2(CC(C1)C2)CN2N=C(C(=C2)C)C(C)(F)F)F 1-((2,2-difluorobicyclo[2.1.1]hexan-1-yl)methyl)-3-(1,1-difluoroethyl)-4-methyl-1H-pyrazole